2-[1-phenyl-(3-indolyl)]cyclohexanone C1(=CC=CC=C1)N1C=C(C2=CC=CC=C12)C1C(CCCC1)=O